3-(Phenyloxymethyl)-1H-1,2,4-triazol-5(4H)-one C1(=CC=CC=C1)OCC1=NNC(N1)=O